3-chloro-2,6-difluoro-N-(6-fluoro-2-pyridyl)-4-[3-methoxy-3-(1-methylazetidin-3-yl)pyrrolidin-1-yl]benzenesulfonamide ClC=1C(=C(C(=CC1N1CC(CC1)(C1CN(C1)C)OC)F)S(=O)(=O)NC1=NC(=CC=C1)F)F